OC1=NC=CC2=C1N=C(N2CC2=CC=C(C=C2)B(O)O)C 4-((4-hydroxy-2-methylimidazo[4,5-c]pyridin-1-yl)methyl)phenylboronic acid